N2,N4-bis((R)-1,1,1-trifluoropropan-2-yl)-1,3,5-triazine-2,4-diamine FC([C@@H](C)NC1=NC=NC(=N1)N[C@@H](C(F)(F)F)C)(F)F